5-{4-[2,6-Dimethylmorpholin-4-yl]-3-fluorophenyl}-3,6-dihydro-2H-1,3,4-oxadiazin-2-one CC1CN(CC(O1)C)C1=C(C=C(C=C1)C1=NNC(OC1)=O)F